C1(=CC=CC2=CC=CC=C12)C(C(=O)N)N1CCN(CC1)C1=CC=C(C=C1)[N+](=O)[O-] (naphthalen-1-yl)-2-[4-(4-nitrophenyl)piperazin-1-yl]acetamide